methyl 5-(2,4-difluorophenyl)-4-methoxy-1-(pyridin-3-ylsulfonyl)-1H-pyrrole-3-carboxylate FC1=C(C=CC(=C1)F)C1=C(C(=CN1S(=O)(=O)C=1C=NC=CC1)C(=O)OC)OC